N-(3,5-dibromo-6-ethylpyrazin-2-yl)-6-ethoxypyridinecarboxamide BrC=1C(=NC(=C(N1)Br)CC)NC(=O)C1=NC(=CC=C1)OCC